O=C1N(CCC(N1)=O)C1=CC=C(C=C1)N1CCN(CC1)CCC(=O)N1CCC(CC1)NC(OCCCC)=O butyl (1-(3-(4-(4-(2,4-dioxotetrahydropyrimidin-1(2H)-yl)phenyl)piperazin-1-yl)propanoyl)piperidin-4-yl)carbamate